NC1=NC(=C(C=C1C=1C=C2CCNC(C2=CC1F)=O)C1=CC(=C(C=C1)N1CCN(CC1)C)C(F)(F)F)F 6-(2-amino-6-fluoro-5-(4-(4-methylpiperazin-1-yl)-3-(trifluoromethyl)phenyl)pyridin-3-yl)-7-fluoro-3,4-dihydroisoquinolin-1(2H)-one